FC(C=1C=C(C=C(C1)C(F)(F)F)S(=O)(=O)N[C@H](C(=O)N1C=C(C=C1)C1=NNC=C1)CC(=O)NC)(F)F ((S)-1-((S)-2-(3,5-bis(trifluoromethyl)benzenesulfonylamino)-4-(methylamino)-4-oxobutanoyl)pyrrol-3-yl)pyrazole